CC(C(=O)O)(CCN)C α,α-dimethyl-γ-aminobutyric acid